tert-butyl-2'-{6-amino-5-[(1S)-1-(pyridin-2-yl)ethoxy]pyridin-3-yl}-5',6'-dihydrospiro[pyrrolidine-3,4'-pyrrolo[1,2-b]pyrazole]-1-carboxylate C(C)(C)(C)OC(=O)N1CC2(CCN3N=C(C=C32)C=3C=NC(=C(C3)O[C@@H](C)C3=NC=CC=C3)N)CC1